COC=1C=C(N)C=CC1 3-Methoxyaniline